C1(CCC1)N1N=CC=C1 1-cyclobutyl-1H-pyrazole